OCCCS(=O)(=O)OOCC=C.[Na] sodium allyloxy hydroxypropyl-sulphonate